BrC=1C=C2C=NN(C2=CC1)C1CN(CC1)C1CCOCC1 5-bromo-1-(1-(tetrahydro-2H-pyran-4-yl)pyrrolidin-3-yl)-1H-indazole